C(C1=CC(O)=C(O)C(O)=C1)(=O)[O-].[Li+].COC1=CN=CC=2N=C(N=C(C21)N2CCC1(CCN(C1)CC1(CCC1)O)CC2)C2=CC=NC=C2 1-((8-(5-methoxy-2-(pyridin-4-yl)pyrido[3,4-d]pyrimidin-4-yl)-2,8-diazaspiro[4.5]decan-2-yl)methyl)cyclobutan-1-ol lithium gallate